C(C)(C)(C)N(C(O)=O)C(C)(C)C1=NC=C2N1C=CC=C2Cl.ONC(CCCCOC2=CC=C(C=C2)N(C2=NC=NC1=CC=CC=C21)C)=O N-hydroxy-5-(4-(methyl-(4-quinazolinyl)amino)phenoxy)pentanamide tert-butyl-(2-(8-chloroimidazo[1,5-a]pyridin-3-yl)propan-2-yl)carbamate